2-(4-fluorophenyl)acetamide FC1=CC=C(C=C1)CC(=O)N